C=CCCC (1E)-pent-1-en